Cl.NC1CC2(CC(C2)C(=O)OC)C1 (Sa)-Methyl 6-aminospiro[3.3]heptane-2-carboxylate hydrochloride